N[C@H](C)C=1C=C(C=C2C(N(C(=NC12)C1=CC=C(C=C1)S(=O)(=O)C)C)=O)C (R)-8-(1-aminoethyl)-3,6-dimethyl-2-(4-(methylsulfonyl)phenyl)quinazolin-4(3H)-one